E-5-undecenoic acid C(CCC\C=C\CCCCC)(=O)O